BrC=1C(=CC=2C3=C(C=NC2C1F)N=C(N3CCN)CCl)Cl 2-(7-bromo-8-chloro-2-(chloromethyl)-6-fluoro-1H-imidazo[4,5-c]quinolin-1-yl)ethan-1-amine